OC12C(C=3C=CSC3N=C2N(CC1)C=1C=NC(=CC1)OC)=O 9-hydroxy-12-(6-methoxypyridin-3-yl)-4-thia-2,12-diazatricyclo[7.3.0.03,7]dodeca-1,3(7),5-trien-8-one